C(C1=CC=CC=C1)(=O)OCC1CC=2C(=NC=3N(C2N(CC2=CC=C(C=C2)OC)C2CC(C2)NC(=O)OC(C)(C)C)N=CC3)C13CC3 (8-(((1R,3R)-3-((tert-butoxycarbonyl)amino)cyclobutyl)(4-methoxybenzyl)amino)-6,7-dihydrospiro[cyclopenta[d]pyrazolo[1,5-a]pyrimidine-5,1'-cyclopropane]-6-yl)methyl benzoate